(2S)-2-({5-[(1S)-1-[(5-chloro-2-methylpyridin-3-yl)amino]ethyl]thiophen-2-yl}formamido)-3-cyclopentyl-N-[(1r,3s)-3-methylcyclobutyl]propanamide ClC=1C=C(C(=NC1)C)N[C@@H](C)C1=CC=C(S1)C(=O)N[C@H](C(=O)NC1CC(C1)C)CC1CCCC1